CCOC(=O)CCCCC(CCCl)Cl 6,8-dichloro ethyl caprylate